ClC1=C(C=C2C(=N1)C=C(S2)C(C[C@@H](C(=O)OC)C)=O)OC Methyl (S)-4-(5-chloro-6-methoxythieno[3,2-b]pyridin-2-yl)-2-methyl-4-oxobutanoate